3-(trimethoxysilyl)propyltrimethoxysilane CO[Si](CCC[Si](OC)(OC)OC)(OC)OC